(R)-2-(4-Acetylmorpholin-2-yl)-N-(5-chloro-4-(5,5-dimethyl-5,6-dihydro-4H-pyrrolo[1,2-b]pyrazol-3-yl)pyridin-2-yl)acetamide C(C)(=O)N1C[C@H](OCC1)CC(=O)NC1=NC=C(C(=C1)C1=C2N(N=C1)CC(C2)(C)C)Cl